ClC1=CC(=C(C=C1)C(CC(=O)C1=CC=C(C=C1)OC)=O)OC 1-(4-chloro-2-methoxyphenyl)-3-(4-methoxyphenyl)-1,3-propanedione